ClC1=C(C(N(C=C1)C1=NC=C(C(=C1)N1C(C=C(C=C1C)OCC1=NC=C(C=C1F)F)=O)OC)=O)C(C)(C)O chloro-4''-((3,5-difluoropyridin-2-yl)methoxy)-3-(2-hydroxypropan-2-yl)-5'-methoxy-6''-methyl-2H,2''H-[1,2':4',1''-terpyridin]-2,2''-dione